butanediol bis(mercaptopropionate) SC(C(=O)OC(CCC)OC(C(C)S)=O)C